C(C)(=O)C1=CN(C2=CC(=CC=C12)P(O)(O)=O)CC(=O)N1[C@H]2C[C@]2(C[C@H]1C(NCC1=C(C(=CC=C1)Cl)F)=O)CN1CCN(CC1)C (3-acetyl-1-(2-((1S,3S,5S)-3-((3-chloro-2-fluorobenzyl)carbamoyl)-5-((4-methylpiperazin-1-yl)methyl)-2-azabicyclo[3.1.0]hexan-2-yl)-2-oxoethyl)-1H-indol-6-yl)phosphonic acid